tert-butyl 4-((2-methyl-4-(8-methyl-[1,2,4]triazolo[1,5-a]pyridin-6-yl)-6-nitrophenyl) amino)piperidine-1-carboxylate CC1=C(C(=CC(=C1)C=1C=C(C=2N(C1)N=CN2)C)[N+](=O)[O-])NC2CCN(CC2)C(=O)OC(C)(C)C